ClC1=C(OCC2=NC=CC(=C2)C=C2CCN(CC2)CC2=NC3=C(N2CC2=CN=CN2CC)C=C(C=C3)C(=O)O)C=CC(=C1)Cl 2-((4-((2-((2,4-Dichlorophenoxy)methyl)pyridin-4-yl)methylene)piperidin-1-yl)methyl)-1-((1-ethyl-1H-imidazol-5-yl)methyl)-1H-benzo[d]imidazole-6-carboxylic acid